C(C)N1N=C(C(=C1)F)[S@](=O)(N)=NC(NC1=C2C(=NC(=C1C1=CC=CC=C1)C(F)(F)F)CCC2)=O (S)-1-ethyl-4-fluoro-N'-((3-phenyl-2-(trifluoromethyl)-6,7-dihydro-5H-cyclopenta[b]pyridin-4-yl)carbamoyl)-1H-pyrazole-3-sulfonimidamide